benzyl 4-hydroxy-4-[(2-oxoethoxy)methyl]piperidine-1-carboxylate OC1(CCN(CC1)C(=O)OCC1=CC=CC=C1)COCC=O